(R)-N,2-dihydroxy-2-phenylacetamide ONC([C@@H](C1=CC=CC=C1)O)=O